4-(1-(2-Chloro-4-((3-methoxyazetidin-1-yl)methyl)phenyl)-1H-imidazol-4-yl)-N-(1-(methylsulfonyl)-piperidin-4-yl)-5-(trifluoromethyl)-pyrimidin-2-amine ClC1=C(C=CC(=C1)CN1CC(C1)OC)N1C=NC(=C1)C1=NC(=NC=C1C(F)(F)F)NC1CCN(CC1)S(=O)(=O)C